N-[6-[[(Z)-[(1-methyltetrazol-5-yl)-phenyl-methylene]amino]oxymethyl]-2-pyridinyl]carbamic acid phenyl ester C1(=CC=CC=C1)OC(NC1=NC(=CC=C1)CO\N=C(\C1=CC=CC=C1)/C1=NN=NN1C)=O